BrC=1N=C(C(=NC1)N)OCC=1C=NC=C(C1)Cl 5-bromo-3-((5-chloropyridin-3-yl)methoxy)pyrazin-2-amine